2-((2-(3-(1-cyanocyclopropyl)phenyl)-1H-indol-5-yl)thio)acetic acid C(#N)C1(CC1)C=1C=C(C=CC1)C=1NC2=CC=C(C=C2C1)SCC(=O)O